FC1(C(C1)C1=NC=NC=C1CNC(=O)C=1C=NC(=C(C1)F)OC(F)F)F N-{[4-(2,2-difluorocyclopropyl)-pyrimidin-5-yl]methyl}-6-(difluoromethoxy)-5-fluoropyridine-3-carboxamide